4-[2-(2-acrylamido-2-methylpropionyloxy)ethyl]-N,N-dimethylaniline C(C=C)(=O)NC(C(=O)OCCC1=CC=C(N(C)C)C=C1)(C)C